NC1=NC(=CC(=N1)N1C[C@@H](CC1)N(C(OC(C)(C)C)=O)C)C1=C(C=NN1C1OCCCC1)C tert-butyl ((3R)-1-(2-amino-6-(4-methyl-1-(tetrahydro-2H-pyran-2-yl)-1H-pyrazol-5-yl)pyrimidin-4-yl)pyrrolidin-3-yl)(methyl)carbamate